CN(CC(=O)[O-])C(=O)C[NH3+] The molecule is a dipeptide zwitterion obtained by transfer of a proton from the carboxy to the amino terminus of glycylsarcosine. Major microspecies at pH 7.3. It is a tautomer of a glycylsarcosine.